COC1=C(C=C2C3=C(N(C2=C1)C)C(=NC=C3)C)N3CCN(CC3)C(=O)C3CCCCC3 4-(4-(7-methoxy-1,9-dimethyl-9H-pyrido[3,4-b]indol-6-yl)piperazine-1-carbonyl)cyclohexane